CC(C)C(CO)C(CCC)O 2-(1-methylethyl)-1,3-hexanediol